C(C)OC(NC1=C(C=C(C=C1)NCC1=CC=C(C=C1)SC)OCC1=CC=CC=C1)=O [2-Benzyloxy-4-(4-methylsulfanylbenzylamino)-phenyl]-carbamic acid ethyl ester